(1R,3S)-3-(3-(4-(3-(benzyloxy)-2-formylphenyl)butanamido)-1H-pyrazol-5-yl)cyclopentyl isopropylcarbamate C(C)(C)NC(O[C@H]1C[C@H](CC1)C1=CC(=NN1)NC(CCCC1=C(C(=CC=C1)OCC1=CC=CC=C1)C=O)=O)=O